BrC=1C=C2C(=CN(C2=CC1)C1=NOC(=N1)C1=NOC2=C1CCC(C2)(C)C)Cl (3-(5-bromo-3-chloro-1H-indol-1-yl)-1,2,4-oxadiazol-5-yl)-6,6-dimethyl-4,5,6,7-tetrahydrobenzo[d]isoxazole